N1(C=NC=C1)C(=O)NC1=NC(N(C=C1)C1=CC=C(CCN2CC3C(C3C2)CNC(OC(C)(C)C)=O)C=C1)=O t-butyl ((exo-3-(4-(4-(1H-imidazole-1-carboxamido)-2-oxopyrimidin-1(2H)-yl)phenethyl)-3-azabicyclo[3.1.0]hexan-6-yl)methyl)carbamate